(3S,6S)-(Z)-linalool oxide C1C(C(O)(C)CCC=C(C)C)O1